5-(6-chloro-4-(3-iodophenyl)-4-methyl-5-oxohexyl)-3-methyloxazolidin-2-one ClCC(C(CCCC1CN(C(O1)=O)C)(C)C1=CC(=CC=C1)I)=O